CC1=CC=C(C[C@@H]2N(CCC2)C2=CC(=CC(N2)=O)N2CCOCC2)C=C1 (R)-6-(2-(4-methylbenzyl)pyrrolidin-1-yl)-4-morpholinopyridin-2(1H)-one